C(C)C=1C(NC=2C=C(C=NC2C1)CC1=NC(=CC=C1C=1C(CNCC1)C)C(=O)NC)=O ((7-ethyl-6-oxo-5,6-dihydro-1,5-naphthyridin-3-yl)methyl)-N,3'-dimethyl-1',2',3',6'-tetrahydro-[3,4'-bipyridine]-6-carboxamide